((2-(cyclopropylmethyl)-1,2,3,4-tetrahydroisoquinolin-7-yl)(isopropyl)amino)-1-isobutylpyridin-2(1H)-one C1(CC1)CN1CC2=CC(=CC=C2CC1)N(C(C)C)C=1C(N(C=CC1)CC(C)C)=O